N-[(2,4-dimethoxyphenyl)methyl]-6-[2-methoxy-4-methyl-5-(4,4,5,5-tetramethyl-1,3,2-dioxaborolan-2-yl)phenyl]-4-methylphthalazin-1-amine COC1=C(C=CC(=C1)OC)CNC1=NN=C(C2=CC(=CC=C12)C1=C(C=C(C(=C1)B1OC(C(O1)(C)C)(C)C)C)OC)C